3,6-bis(hydroxymethyl)piperazine-2,5-dione OCC1C(NC(C(N1)=O)CO)=O